CC=1N(C(=CC1)C)C1=NN2C(C=C(C(=C2)C)B2OC(C(O2)(C)C)(C)C)=N1 2-(2,5-dimethyl-1H-pyrrol-1-yl)-6-methyl-7-(4,4,5,5-tetramethyl-1,3,2-dioxaborolan-2-yl)-[1,2,4]triazolo[1,5-a]pyridine